(R)-N-(5-isopropyl-1H-pyrazol-3-yl)-1-(1-(pyridin-3-yl)ethyl)-1H-pyrazolo[3,4-b]pyrazin-6-amine C(C)(C)C1=CC(=NN1)NC1=CN=C2C(=N1)N(N=C2)[C@H](C)C=2C=NC=CC2